ClC1=C(C=CC(=C1F)OC)C1=CN=C2N1C=CN=C2NC2=CC(=C(C=C2)C(=O)N2CCN(CC2)C(=O)[C@H]2[C@H](CNCC2)O)C [4-[[3-(2-chloro-3-fluoro-4-methoxy-phenyl)imidazo[1,2-a]pyrazin-8-yl]amino]-2-methyl-phenyl]-[4-[(3R,4R)-3-hydroxypiperidine-4-carbonyl]piperazin-1-yl]methanone